N-(2-(1H-1,2,3-triazol-4-yl)ethyl)-8-fluoro-7-(8-fluoronaphthalen-1-yl)-2-((tetrahydro-1H-pyrrolizin-7a(5H)-yl)methoxy)pyrido[4,3-d]pyrimidin-4-amine N1N=NC(=C1)CCNC=1C2=C(N=C(N1)OCC13CCCN3CCC1)C(=C(N=C2)C2=CC=CC1=CC=CC(=C21)F)F